4,5-diethyl-2-ethenyl-2-oxazoline C(C)C1N=C(OC1CC)C=C